O=C1NC(CCC1N1C(C2=CC=C(C=C2C1=O)C1CCN(CC1)CCCN1CCN(CC1)CCOC1=CC=C(C(=O)C=2C3=C(SC2C2=CC=C(C=C2)F)C=C(C=C3)B(O)O)C=C1)=O)=O (3-(4-(2-(4-(3-(4-(2-(2,6-dioxopiperidin-3-yl)-1,3-dioxoisoindolin-5-yl)piperidin-1-yl)propyl)piperazin-1-yl)ethoxy)benzoyl)-2-(4-fluorophenyl)benzo[b]thiophen-6-yl)boronic acid